tert-butyl ((1S,3r)-3-(4-(2-fluorophenyl)-5-(pyrazin-2-yl)-4H-1,2,4-triazol-3-yl)cyclobutyl)carbamate FC1=C(C=CC=C1)N1C(=NN=C1C1=NC=CN=C1)C1CC(C1)NC(OC(C)(C)C)=O